OC1=C(C=C(C(N1)=O)N=C1C(NC(C(=C1)C)=O)=O)C 3-[(6-hydroxy-5-methyl-2-oxo-1H-pyridin-3-yl)imino]-5-methylpyridine-2,6-dione